BrC=1N=C2C(=NC1)N=C(S2)NC(=O)C=2C=NC(=CC2C2=CC(=NC=C2OC)C#N)C N-{6-bromo-[1,3]thiazolo[4,5-b]pyrazin-2-yl}-2'-cyano-5'-methoxy-6-methyl-[4,4'-bipyridine]-3-carboxamide